ClC1=C(CC2=CC=CC3=C2NC(=NS3(=O)=O)NCC=3C=NC=CC3C(F)(F)F)C=CC=C1 5-(2-chlorobenzyl)-3-(((4-(trifluoromethyl)pyridin-3-yl)methyl)amino)-4H-benzo[e][1,2,4]thiadiazine 1,1-dioxide